N-(4-methyl-5-(1-(tetrahydro-2H-pyran-2-yl)-1H-indazol-6-yl)thiazol-2-yl)-2-(4-methylpiperazin-1-yl)acetamide CC=1N=C(SC1C1=CC=C2C=NN(C2=C1)C1OCCCC1)NC(CN1CCN(CC1)C)=O